8-((2-chlorothiazol-5-yl)methyl)-3-cyclohexylpyrido[2,3-d]pyrimidine-2,4(3h,8h)-dione ClC=1SC(=CN1)CN1C=CC=C2C1=NC(N(C2=O)C2CCCCC2)=O